BrC1=C(C)C=CC(C(C)C)=C1O.[P] phosphorus bromothymol